FC(OC=1C=C(C=CC1)N1C(C(C2=CC(=CC=C12)C(=O)N[C@@H]1CS([C@H](C1)C)(=O)=O)(C)C)=O)F 1-(3-(difluoromethoxy)phenyl)-3,3-dimethyl-N-((3S,5S)-5-methyl-1,1-dioxidotetrahydrothiophen-3-yl)-2-oxoindoline-5-carboxamide